CN1C=NC2=C1C=C(C=C2)C2=CN=C(S2)C#CC2CCNCC2 5-(1-methyl-1H-benzo[d]imidazol-6-yl)-2-(piperidin-4-ylethynyl)thiazole